(3S)-3,5,5-trimethylpyrrolidin-2-one C[C@@H]1C(NC(C1)(C)C)=O